ClC=1C=C(C(=C(C=NC(C(=O)OC)CC2=CC=C(C=C2)O)C1)O)O methyl 2-(5-chloro-2,3-dihydroxybenzylidene-amino)-3-(4-hydroxy-phenyl)propanoate